ClC1=NC=CC(=C1)C(C#N)O 2-(2-chloropyridin-4-yl)-2-hydroxyacetonitrile